3-(iodomethyl)-1-(tetrahydrofuran-3-yl)piperidine tert-butyl-4-(4-(methoxycarbonyl)phenyl)-5-oxoazepane-1-carboxylate C(C)(C)(C)OC(=O)N1CCC(C(CC1)=O)C1=CC=C(C=C1)C(=O)OC.ICC1CN(CCC1)C1COCC1